ClCC1=CC=C(C=C1)N1C(N(CCC1)C)=O 1-(4-(chloromethyl)phenyl)-3-methyltetrahydropyrimidin-2(1H)-one